3-ethyl-7-(((5-methyl-2-oxo-1,3-dioxol-4-yl)methoxy)methyl)-1-propyl-8-(1-(3-(trifluoromethyl)benzyl)-1H-pyrazol-4-yl)-3,7-dihydro-1H-purine-2,6-dione C(C)N1C(N(C(C=2N(C(=NC12)C=1C=NN(C1)CC1=CC(=CC=C1)C(F)(F)F)COCC=1OC(OC1C)=O)=O)CCC)=O